FC1=C(C(=CC=2NC(=NC21)OC=2C=CC(=C(C(=O)O)C2)C)F)C2=CC=C(C=C2)C2=CC=C(C=C2)[C@@H]2CN(CCC2)CCOC (R)-5-((4,6-difluoro-5-(4'-(1-(2-methoxyethyl)piperidin-3-yl)-[1,1'-biphenyl]-4-yl)-1H-benzo[d]imidazol-2-yl)oxy)-2-methylbenzoic acid